BrC=1C=C(C=CC1OC)C1(COC1)C 3-(3-bromo-4-methoxyphenyl)-3-methyloxetane